C1(=CC=CC=C1)P(=O)(C1=C(C=CC=C1)C=1OC[C@@H](N1)C1=CC=CC=C1)C1=CC=CC=C1 (S)-2-(2-(diphenylphosphinoyl)phenyl)-4-phenyl-4,5-dihydro-oxazole